C(C)(C)(C)OC(C(CC1=CC(=CC=C1)F)N=C(C1=CC=CC=C1)C1=CC=CC=C1)=O 2-((diphenylmethylene)amino)-3-(3-fluorophenyl)propionic acid tert-butyl ester